2,5-dimethyl-3,3,5-trimethylcyclohexane CC1CCC(CC1(C)C)(C)C